C(N)(=O)C1=CC=C(C=C1)B(O)O (4-carbamoylphenyl)boronic acid